N-(3-{4-[(3-Hydroxypropyl)amino]-6-phenylfuro[2,3-d]pyrimidin-5-yl}phenyl)prop-2-enamide OCCCNC=1C2=C(N=CN1)OC(=C2C=2C=C(C=CC2)NC(C=C)=O)C2=CC=CC=C2